NC1=CC2=C(N(N=C2C(=C1C(=O)C1=C(C=CC(=C1)F)Cl)Br)C)CCC(F)(F)F (5-amino-7-bromo-2-methyl-3-(3,3,3-trifluoropropyl)-2H-indazol-6-yl)(2-chloro-5-fluorophenyl)methanone